methyl 2-amino-3-fluorobenzoate NC1=C(C(=O)OC)C=CC=C1F